(R)-4-(3-aminoazepan-1-yl)-2-cyclohexylphthalazin N[C@H]1CN(CCCC1)C1=NN(CC2=CC=CC=C12)C1CCCCC1